N-[(2S,3R)-2-[(3',4'-difluoro[1,1'-biphenyl]-3-yl)methyl]-4,4-difluoro-1-(2-methylpropanoyl)pyrrolidin-3-yl]-methanesulfonamide FC=1C=C(C=CC1F)C1=CC(=CC=C1)C[C@@H]1N(CC([C@@H]1NS(=O)(=O)C)(F)F)C(C(C)C)=O